CSCC1=CNC2=CC=CC=C12 3-((methylsulfanyl)methyl)-1H-indole